N2-(5-chloro-1H-indol-3-yl)-5-fluoro-N1-methyl-1H-benzo[d]imidazol-1,2-diamine ClC=1C=C2C(=CNC2=CC1)NC1=NC2=C(N1NC)C=CC(=C2)F